4-[2-(cyclopropoxy)ethyl-[4-(5,6,7,8-tetrahydro-1,8-naphthyridin-2-yl)butyl]amino]-2-[[3,5-dimethylmorpholine-4-carbonyl]amino]butanoic acid C1(CC1)OCCN(CCC(C(=O)O)NC(=O)N1C(COCC1C)C)CCCCC1=NC=2NCCCC2C=C1